[3-[4-(dimethylamino)methyltriazol-1-yl]-7-oxo-1,6-diazabicyclo[3.2.1]oct-3-en-6-yl]-sulfat CN(C)CC=1N=NN(C1)C=1CN2C(N(C(C1)C2)OS(=O)(=O)[O-])=O